C1(CC1)C1=C(C#N)C(=CC=C1)N1N=CC(=C1)C1=CN(C(C=C1C=1C=NC(=CC1)OCC)=O)C 2-cyclopropyl-6-(4-(6-ethoxy-1'-methyl-6'-oxo-1',6'-dihydro-[3,4'-bipyridin]-3'-yl)-1H-pyrazol-1-yl)benzonitrile